1,1'-(pentane-1,5-diyl)bis(1-methylpiperidin-1-ium) C(CCCC[N+]1(CCCCC1)C)[N+]1(CCCCC1)C